8-(7,7-difluoro-2-((2S,3R)-3-hydroxy-2-methylazetidin-1-yl)-6,7-dihydro-5H-cyclopenta[d]pyrimidin-4-yl)-3,4-dihydrobenzo[f][1,4]oxazepin-5(2H)-one FC1(CCC2=C1N=C(N=C2C2=CC1=C(C(NCCO1)=O)C=C2)N2[C@H]([C@@H](C2)O)C)F